ethyl 1-(2-ethoxyethyl)-4-bromo-3-(4-fluorophenyl)-1H-pyrazole-5-carboxylate C(C)OCCN1N=C(C(=C1C(=O)OCC)Br)C1=CC=C(C=C1)F